C(C1=CC=CC=C1)OC(=O)NCC(C1=NC(=NO1)C1=CC(=CC=C1)F)NC(OC(C)(C)C)=O tert-butyl N-[2-(benzyloxycarbonylamino)-1-[3-(3-fluorophenyl)-1,2,4-oxadiazol-5-yl]ethyl]carbamate